methyl 6-[[4-[4-[tert-butoxy carbonyl(ethyl)amino]-1-piperidyl]-2-methyl-indazole-7-carbonyl]amino]-2-methyl-imidazo[1,2-a]pyridine-8-carboxylate C(C)(C)(C)OC(=O)N(C1CCN(CC1)C=1C2=CN(N=C2C(=CC1)C(=O)NC=1C=C(C=2N(C1)C=C(N2)C)C(=O)OC)C)CC